cyclopenta[c]pyridine-1,5-diamine hydrochloride Cl.C=1(NC=CC=2C1C=CC2N)N